2,3,4-trichloropyridine ClC1=NC=CC(=C1Cl)Cl